N[C@H]1[C@@H](CCC1)C(=O)O (1R,2R)-2-amino-1-cyclopentanecarboxylic acid